NC1=NC=C(C=C1O[C@H](C)C=1C=C(C=CC1)NC(C1=CC(=CC=C1)P(=O)(C)C)=O)Cl (R)-N-(3-(1-((2-amino-5-chloropyridin-3-yl)oxy)ethyl)-phenyl)-3-(dimethylphosphoryl)-benzamide